1-Methyl-1H-pyrazolo[4,3-c]pyridin CN1N=CC=2C=NC=CC21